ClC=1C=C2C(N(C(O2)=O)CC2=CC=C(C=C2)C(F)(F)F)=C(C1)C(=O)NC1(CC1)C1=CC=C(C(=O)O)C=C1 4-(1-{[6-chloro-2-oxo-3-(4-trifluoromethylbenzyl)-2,3-dihydrobenzoxazole-4-carbonyl]amino}cyclopropyl)benzoic acid